CC(CN)CC(CCN)(C)C 2,4,4-trimethylhexane-1,6-diamine